C1(CC1)C1=NN(C=2N=C(NC(C21)=O)CC2=NC=C(C=C2)F)[C@H](C)C=2C=NC(=CC2)C(F)(F)F |r| Racemic-3-cyclopropyl-6-((5-fluoropyridin-2-yl)methyl)-1-(1-(6-(trifluoromethyl)pyridin-3-yl)ethyl)-1H-pyrazolo[3,4-d]Pyrimidin-4(5H)-one